2-bromo-6-phenoxypyridin BrC1=NC(=CC=C1)OC1=CC=CC=C1